methyl (Z)-((3-(4-chlorophenyl)-4-phenyl-5,6-dihydropyridazin-1(4H)-yl)(((4-(trifluoromethyl)phenyl)sulfonyl)imino)methyl)glycinate ClC1=CC=C(C=C1)C1=NN(CCC1C1=CC=CC=C1)\C(=N/S(=O)(=O)C1=CC=C(C=C1)C(F)(F)F)\NCC(=O)OC